CC1NCCC2=CC(=CC=C12)CCCN1CCC(CC1)C(=O)N 1-(3-(1-methyl-1,2,3,4-tetrahydroisoquinolin-6-yl)propyl)piperidine-4-carboxamide